C(C(C)C)N1N=C2C=CC=C(C2=C1C(=O)N[C@@H](C)C1=CC=C(C(=O)O)C=C1)CC1=CC=C(C=C1)C(F)(F)F 4-[(1S)-1-[[2-isobutyl-4-[[4-(trifluoromethyl)phenyl]methyl]indazole-3-carbonyl]amino]ethyl]benzoic acid